methyl 7-(1-(adamantan-1-ylmethyl)-5-methyl-1H-pyrazol-4-yl)-3-(5-methyl-6-((4,5,6,7-tetrahydrobenzo[d]thiazol-2-yl)amino)pyridazin-3-yl)imidazo[1,2-a]pyridine-8-carboxylate C12(CC3CC(CC(C1)C3)C2)CN2N=CC(=C2C)C2=C(C=3N(C=C2)C(=CN3)C=3N=NC(=C(C3)C)NC=3SC2=C(N3)CCCC2)C(=O)OC